FC1=C(C=CC(=C1)F)C1=CC(=C(C=C1)OC)NC1=NC=NC2=CC(=C(C=C12)NC(/C(=C\C(C)(C)C)/F)=O)OC (E)-N-(4-((2',4'-difluoro-4-methoxy-[1,1'-biphenyl]-3-yl)amino)-7-methoxy-quinazolin-6-yl)-2-fluoro-4,4-dimethylpent-2-enamide